formic acid bromide C(=O)Br